CN1N=C(C2=CC(=CC=C12)C1CCNCC1)C1C(NC(CC1)=O)=O 3-[1-methyl-5-(4-piperidyl)indazol-3-yl]piperidine-2,6-dione